ClC=1C=C(C=CC1C(NC1CN(CC1)C(=O)[C@H]1NC[C@@H](C1)O)=O)NC(=O)C=1N(C(=CN1)C1=C(C(=C(C=C1)OC)F)F)C N-[3-chloro-4-[[1-[(2s,4r)-4-hydroxypyrrolidine-2-carbonyl]pyrrolidin-3-yl]carbamoyl]phenyl]-5-(2,3-difluoro-4-methoxy-phenyl)-1-methyl-imidazole-2-carboxamide